4-(dodecylthio)-4-(2,6,6-trimethylcyclohex-1-en-1-yl)-2-butanone C(CCCCCCCCCCC)SC(CC(C)=O)C1=C(CCCC1(C)C)C